2-chloro-N-(2-cyanophenyl)sulfonyl-6-[3-[[1-(trifluoromethyl)cyclopropyl]methoxyl]pyrazol-1-yl]pyridine-3-carboxamide ClC1=NC(=CC=C1C(=O)NS(=O)(=O)C1=C(C=CC=C1)C#N)N1N=C(C=C1)OCC1(CC1)C(F)(F)F